tert-butyl (2R)-2-[[2-bromo-4-(cyclopropanecarbonylamino)phenoxy]methyl]azetidine-1-carboxylate BrC1=C(OC[C@@H]2N(CC2)C(=O)OC(C)(C)C)C=CC(=C1)NC(=O)C1CC1